2',3'-dihydro-1'H-spiro[cyclopropane-1,4'-[2,6]naphthyridine]-1'-one C1(NCC2(C3=CN=CC=C13)CC2)=O